(3-(6-fluoro-1H-benzo[d]imidazol-2-yl)-1H-indazol-5-yl)(4-(4-methylpiperazin-1-yl)piperidin-1-yl)methanone (2-acetoxy-4,6-dimethyl-phenyl)-3-methylbutanoate C(C)(=O)OC1=C(C(=CC(=C1)C)C)OC(CC(C)C)=O.FC=1C=CC2=C(NC(=N2)C2=NNC3=CC=C(C=C23)C(=O)N2CCC(CC2)N2CCN(CC2)C)C1